FC=1C=CC=C2C(=CNC12)CCN(C1CCC1)CCC N-[2-(7-fluoro-1H-indol-3-yl)ethyl]-N-propylcyclobutaneamine